N=1C=CN2C1N=CC(=C2)C=2C=CN1N=C(N=CC12)N[C@@H]1CC[C@H](CC1)OC 5-(imidazo[1,2-a]pyrimidin-6-yl)-N-(trans-4-methoxycyclohexyl)pyrrolo[2,1-f][1,2,4]triazin-2-amine